8,8'-(((3-hydroxy-oxetan-3-yl)meth-yl)azanediyl)bis-(N,N-didecyloctan-amide) OC1(COC1)CN(CCCCCCCC(=O)N(CCCCCCCCCC)CCCCCCCCCC)CCCCCCCC(=O)N(CCCCCCCCCC)CCCCCCCCCC